The molecule is an oxopurine that is 7,9-dihydro-1H-purine-2,6,8(3H)-trione substituted by a methyl group at N-1. It is one of the metabolites of caffeine found in human urine. It has a role as a human xenobiotic metabolite and a mouse metabolite. It derives from a 7,9-dihydro-1H-purine-2,6,8(3H)-trione. It is a conjugate acid of a 1-methylurate anion. CN1C(=O)C2=C(NC(=O)N2)NC1=O